(5-amino-2-(tert-butylamino)pyrido[4,3-d]pyrimidin-8-yl)benzenesulfonamide NC1=NC=C(C=2N=C(N=CC21)NC(C)(C)C)C2=C(C=CC=C2)S(=O)(=O)N